2-(((2R,3S,4R,5R)-5-(6-(azetidin-1-yl)-2-chloro-9H-purin-9-yl)-3-ethynyl-3,4-dihydroxytetrahydrofuran-2-yl)methoxy)-2-phenylmethylmalonic acid N1(CCC1)C1=C2N=CN(C2=NC(=N1)Cl)[C@H]1[C@@H]([C@@]([C@H](O1)COC(C(=O)O)(C(=O)O)CC1=CC=CC=C1)(O)C#C)O